4,4'-methylenebis(3-bromo-isocyanatobenzene) C(C1=C(C=C(C=C1)N=C=O)Br)C1=C(C=C(C=C1)N=C=O)Br